COC=1C(=CC2=CN(N=C2C1)C1CCC(CC1)CN(CCC1CCNCC1)C)NC(=O)C1=NC(=CC=C1)C(F)(F)F N-(6-methoxy-2-((1R,4R)-4-((methyl-(2-(piperidin-4-yl)ethyl)amino)methyl)cyclohexyl)-2H-indazol-5-yl)-6-(trifluoromethyl)pyridinecarboxamide